1-(4-acetamidophenyl)-4-(4-hydroxyphenyl)piperazine C(C)(=O)NC1=CC=C(C=C1)N1CCN(CC1)C1=CC=C(C=C1)O